C1(=CC=CC=C1)C=1C(=C(C(=C2C1N=C1C=CC3=C4C=CC=CC4=NC3=C12)C1=NN=NC=C1)C)C [(phenyl)di(methyl)indolocarbazolyl]triazine